2-[2-hydroxy-3-(2-methacryloyloxyethyl)-5-tert-octylphenyl]Benzotriazole OC1=C(C=C(C=C1CCOC(C(=C)C)=O)C(C)(C)CC(C)(C)C)N1N=C2C(=N1)C=CC=C2